C(C)(C)(C)C1NCC12CC(CC2)OC2=CC(=C(C=C2)C)C2CC2 tert-butyl-6-(3-cyclopropyl-4-methylphenoxy)-2-azaspiro[3.4]octane